COC1=C(C=CC=C1OC)C=1C=C2CC(C(C2=CC1)NC(O[C@@H]1CN2CCC1CC2)=O)(C)C (S)-quinuclidin-3-yl (5-(2,3-dimethoxyphenyl)-2,2-dimethyl-2,3-dihydro-1H-inden-1-yl)carbamate